N(=C=S)C(C(=O)OCC)=O ethyl 2-isothiocyanato-2-oxoacetate